CC1(C2CC=C(CC12)CO)C (7,7-dimethylbicyclo[4.1.0]hept-3-en-3-yl)methanol